Br.[Br-].NCCSC(N)=[NH2+] S-(2-aminoethyl)isothiouronium bromide hydrobromide